C(#N)C=1C=CC(=NC1)[C@H](C)NC(CN1S(C2=C(NC1=O)C=CN=C2C)(=O)=O)=O N-[(1S)-1-(5-Cyanopyridin-2-yl)ethyl]-2-{8-methyl-1,1,3-trioxo-4H-1lambda6-pyrido[4,3-e][1,2,4]thiadiazin-2-yl}acetamide